9-Hydroxy-3-azaspiro[5.5]undecane-3-carboxylic acid phenylmethyl ester C1(=CC=CC=C1)COC(=O)N1CCC2(CC1)CCC(CC2)O